(3R)-2-[(4-chloro-2-methanesulfonylphenyl)methyl]-3-(4-chlorophenyl)-4-fluoro-6-[2-hydroxy-1-(4-methylpiperazin-1-yl)propan-2-yl]-3-[(3S)-oxolane-3-yloxy]-2,3-dihydro-1H-isoindol-1-one ClC1=CC(=C(C=C1)CN1C(C2=CC(=CC(=C2[C@]1(O[C@@H]1COCC1)C1=CC=C(C=C1)Cl)F)C(CN1CCN(CC1)C)(C)O)=O)S(=O)(=O)C